CC(CN1CC(NC(C1)=O)=O)N1CC(NC(C1)=O)=O 4,4'-(1-methyl-1,2-ethylene)bis-2,6-piperazinedione